Ethyl 2-[6-bromo-4-(difluoromethyl)-7-methyl-indazol-2-yl]-2-[(6R)-6-fluoro-3-thioxo-2,5,6,7-tetrahydropyrrolo[1,2-c]imidazol-1-yl]acetate BrC=1C=C(C2=CN(N=C2C1C)C(C(=O)OCC)C1=C2N(C(N1)=S)C[C@@H](C2)F)C(F)F